6-[1-(2,6-Dioxopiperidin-3-yl)-3-methyl-2-oxo-1,3-benzodiazol-4-yl]hex-5-ynoic acid O=C1NC(CCC1N1C(N(C2=C1C=CC=C2C#CCCCC(=O)O)C)=O)=O